O(C1=CC=CC=C1)C1=CC=C(C=C1)C=1C=C(N2N=CN=C(C21)N)C2=CCC1(OCCO1)CC2 5-(4-phenoxyphenyl)-7-(1,4-dioxaspiro[4.5]dec-7-en-8-yl)pyrrolo[2,1-f][1,2,4]triazin-4-amine